racemic-(2S,4R)-2-[2-(6-bromo-7-chloro-4-methyl-indazol-2-yl)-3-ethoxy-3-oxo-propionyl]-4-fluoro-pyrrolidine BrC=1C=C(C2=CN(N=C2C1Cl)C(C(=O)[C@H]1NC[C@@H](C1)F)C(=O)OCC)C |r|